ClC1=C(CN2CCN3N=C(C(=C32)C(=O)N[C@@H](C)C3=CC=C(C(=O)OC)C=C3)C(F)(F)F)C=CC=C1 Methyl (S)-4-(1-(1-(2-chlorobenzyl)-6-(trifluoromethyl)-2,3-dihydro-1H-imidazo[1,2-b]pyrazole-7-carboxamido)ethyl)benzoate